1-(prop-2-yn-1-yl)-1H-indazol-4-amine C(C#C)N1N=CC=2C(=CC=CC12)N